(2S)-2-amino-3-({[1-(carboxymethyl)imidazolidin-2-ylidene]-amino}sulfanyl)-propanoic acid N[C@@H](C(=O)O)CSN=C1N(CCN1)CC(=O)O